(S)-N-(2,4-Dimethoxybenzyl)-2-fluoro-4-(3-(methyl((1-methylazetidin-3-yl)methyl)amino)-3-(3-(trifluoromethyl)phenethyl)piperidin-1-yl)-N-(pyrimidin-4-yl)benzenesulfonamide COC1=C(CN(S(=O)(=O)C2=C(C=C(C=C2)N2C[C@@](CCC2)(CCC2=CC(=CC=C2)C(F)(F)F)N(CC2CN(C2)C)C)F)C2=NC=NC=C2)C=CC(=C1)OC